BrC=1C(=NC(=NC1)NC1=CC=C(C=C1)N1CCOCC1)C1=CC=C(C(=O)NCC#N)C=C1 4-(5-bromo-2-(4-morpholinophenyl-amino)pyrimidin-4-yl)-N-(cyanomethyl)benzamide